F[C@@H]1C[C@@]2(CCCN2C1)COC=1N=C(C2=C(N1)C(=C(N=C2)C2=CC(=CC1=CC=C(C(=C21)C#C)F)O)F)N2[C@@H]1CO[C@H](C2)C1 4-(2-{[(2r,7as)-2-fluoro-hexahydro-1H-pyrrolizin-7a-yl]methoxy}-8-fluoro-4-[(1s,4s)-2-oxa-5-azabicyclo[2.2.1]hept-5-yl]pyrido[4,3-d]pyrimidin-7-yl)-5-ethynyl-6-fluoronaphthalen-2-ol